2-benzyloxy-5-bromo-pyridine C(C1=CC=CC=C1)OC1=NC=C(C=C1)Br